4-Methoxy-1-(2-((tetrahydro-2H-pyran-2-yl)oxy)ethyl)-5-(2,2,2-trifluoro-1-methoxyethyl)-1H-indazol-3-amine COC1=C2C(=NN(C2=CC=C1C(C(F)(F)F)OC)CCOC1OCCCC1)N